BrC=1SC(=C(N1)C(NC=1C=CC2=CN(N=C2C1)C)=O)NC(OC(C)(C)C)=O tert-butyl (2-bromo-4-((2-methyl-2H-indazol-6-yl)carbamoyl)thiazol-5-yl)carbamate